3-(2,6-dichloro-3,5-dimethoxyphenyl)-1-methyl-7-(methylthio)-3,4-dihydropyrimido[4,5-d]pyrimidin-2(1H)-one ClC1=C(C(=C(C=C1OC)OC)Cl)N1C(N(C2=NC(=NC=C2C1)SC)C)=O